N-(4-(4-Amino-7-(2,2-difluoroethyl)-7H-pyrrolo[2,3-d]pyrimidin-5-yl)phenyl)-5-(5-Chloropyridin-2-yl)-1-isopropyl-4-oxo-1,4-dihydropyridazine-3-carboxamide NC=1C2=C(N=CN1)N(C=C2C2=CC=C(C=C2)NC(=O)C2=NN(C=C(C2=O)C2=NC=C(C=C2)Cl)C(C)C)CC(F)F